2-Ethyl Hexanoate C(CCCCC)(=O)OCC